COC1=C(C=CC(=C1)C(NC)=O)NCC#CC=1N(C2=CC=CC(=C2C1)NC1CCN(CC1)C(CCCCCCC(=O)OC)=O)CC(F)(F)F Methyl 8-(4-((2-(3-((2-methoxy-4-(methylcarbamoyl)phenyl)amino)prop-1-yn-1-yl)-1-(2,2,2-trifluoroethyl)-1H-indol-4-yl)amino)piperidin-1-yl)-8-oxooctanoate